BrC=1C=CC=2N(C1)C(=C(N2)CC)NC=O N-(6-Bromo-2-ethyl-imidazo[1,2-a]pyridin-3-yl)-formamide